dimethoxyphenyl-phosphine COP(C1=CC=CC=C1)OC